FC=1C=2N(C=C(C1)NC(=O)C1=CC=C(C3=CNN=C13)N1CCC(CC1)N(C(OC(C)(C)C)=O)C)C=C(N2)C tert-butyl N-{1-[7-({8-fluoro-2-methylimidazo[1,2-a]pyridin-6-yl}carbamoyl)-2H-indazol-4-yl]piperidin-4-yl}-N-methylcarbamate